C(CCC\C=C\C=C/CCCC)O (E,Z)-5,7-dodecadien-1-ol